O1N=CC2=C1C=CC(=C2)N(C(C2=C(C=C(C(=C2)C(C)C)O)O)=O)CC N-(benzo[d]isoxazol-5-yl)-N-ethyl-2,4-dihydroxy-5-isopropylbenzamide